Cl.Cl.CC(CN)(C)N 2-methyl-1,2-propylenediamine dihydrochloride